C(C1=CC=CC=C1)OC(=O)N[C@H](C(=O)OC)CCS(=O)C Methyl (2S)-2-(((benzyloxy)carbonyl)amino)-4-(methylsulfinyl)butanoate